(S)-5-((2R,3S)-2,3-dihydroxy-4-methylpentanoyl)-N-((S)-3-oxo-1-((S)-2-oxopyrrolidin-3-yl)-4-(trifluoromethoxy)butan-2-yl)-5-azaspiro[2.4]heptane-6-carboxamide O[C@@H](C(=O)N1CC2(CC2)C[C@H]1C(=O)N[C@@H](C[C@H]1C(NCC1)=O)C(COC(F)(F)F)=O)[C@H](C(C)C)O